((2R,3S,4R,5R)-5-(4-aminopyrrolo[2,1-f][1,2,4]triazine-7-yl)-5-cyano-3,4-dihydroxytetrahydrofuran-2-yl)methyl methyl carbonate C(OC[C@H]1O[C@@]([C@@H]([C@@H]1O)O)(C#N)C1=CC=C2C(=NC=NN21)N)(OC)=O